ClC=1C=C2C(=C3C1NC(NC31CCCCC1)=O)OC(=N2)CN2C[C@@H](CC2)OC 5-chloro-2-{[(3R)-3-methoxypyrrolidin-1-yl]methyl}-7,8-dihydro-6H-spiro[[1,3]oxazolo[5,4-f]quinazoline-9,1'-cyclohexane]-7-one